CN(CCC(C(=O)Br)C)C 4-(dimethylamino)-2-methylbutanoyl bromide